BrC=1C=C(C[C@@H]2N(CC[C@@H]2NS(=O)(=O)C)C(=O)C2(CCC2)O)C=CC1 N-((2S,3S)-2-(3-bromobenzyl)-1-((1-hydroxycyclobutyl)carbonyl)pyrrolidin-3-yl)methanesulfonamide